NC=1ON=C2C=3N(CC(CC21)=C)N=C2C3CN(CC2)C(=O)OC(C)(C)C tert-Butyl 3-amino-5-methylene-5,6,9,10-tetrahydro-4H-isoxazolo[3,4-c]pyrido[4',3':3,4]pyrazolo[1,5-a]azepine-11(12H)-carboxylate